2-(3-(2-(2,6-Dioxopiperidin-3-yl)-1-oxoisoindolin-4-yl)cyclobutyl)ethyl methanesulfonate CS(=O)(=O)OCCC1CC(C1)C1=C2CN(C(C2=CC=C1)=O)C1C(NC(CC1)=O)=O